C1(CC1)CC1=NC=CC(=C1)C(=O)NC=1C=C2CCC(NC2=C(C1)C)=O (cyclopropylmethyl)-N-(8-methyl-2-oxo-3,4-dihydro-1H-quinolin-6-yl)pyridine-4-carboxamide